C(C)(C)C1=C(C=C(C(=C1O)C)\C=C\C1=CC=CC=C1)O (E)-2-isopropyl-4-methyl-5-styrylbenzene-1,3-diol